NCCC[SiH3] AminoPropylSilane